NCCNC(CC(C)(C)C)=O N-(2-aminoethyl)-3,3-dimethylbutyramide